2-oxo-8-azaspiro[4.5]decane-8-carboxylic acid tert-butyl ester C(C)(C)(C)OC(=O)N1CCC2(CCC(C2)=O)CC1